3-((4-(Quinoxalin-2-yl)-1H-pyrazol-1-yl)methyl)cyclobutan-1-one tert-butyl-(3-chloro-2-fluoro-6-(pyrrolidin-1-yl)pyridin-4-yl)carbamate C(C)(C)(C)N(C(O)=O)C1=C(C(=NC(=C1)N1CCCC1)F)Cl.N1=C(C=NC2=CC=CC=C12)C=1C=NN(C1)CC1CC(C1)=O